1-(furan-2-yl)methylamine O1C(=CC=C1)CN